FC(OC1=CC=C(CN2CCNCC2)C=C1)(F)F 1-[4-(trifluoromethoxy)benzyl]piperazine